[N-](S(=O)(=O)C(F)(F)F)S(=O)(=O)C(F)(F)F.C(CC)N1CCCCC1 propylpiperidine-bis(trifluoromethylsulfonyl)imide salt